ClC1=C(C=CC=C1)CC(=O)NC1=CC(=C(C=C1)OC1=C(C(=C(C(=C1[2H])[2H])Cl)[2H])[2H])S(N)(=O)=O 2-(2-chlorophenyl)-N-(4-{[4-chloro(2H4)phenyl]oxy}-3-sulfamoylphenyl)acetamide